FC=1C=CC(N(C1)C(C(C(=O)OC)=O)C)=N methyl 3-(5-fluoro-2-iminopyridin-1-yl)-2-oxobutanoate